ClC1=NC(=NC=C1)COC1=CC=C(C=C1)C(C)(C)C1=CC=C(OC2CC(C2)NC(OC(C)(C)C)=O)C=C1 tert-butyl ((1r,3r)-3-(4-(2-(4-((4-chloropyrimidin-2-yl)methoxy)phenyl)propan-2-yl)phenoxy)cyclobutyl)carbamate